BrC1=C(C=C(C=C1F)C(=O)OC)S(=O)(=O)NC1=C(C=CC(=C1)C(F)(F)F)C1=CCCCN1C(=O)OC(C)(C)C tert-butyl 6-(2-((2-bromo-3-fluoro-5-(methoxycarbonyl)phenyl)sulfonamido)-4-(trifluoromethyl)phenyl)-3,4-dihydropyridine-1-carboxylate